ClC=1C=C(N(C)C)C=CC1C 3-chloro-N,N,4-trimethylaniline